NCCN1N=C(N=C1)C=1C(=C(C=CC1)NC1=C(N=NC(=C1)NC(=O)C1CC1)C(=O)NC)OC 4-((3-(1-(2-aminoethyl)-1H-1,2,4-triazol-3-yl)-2-methoxyphenyl)amino)-6-(cyclopropanecarboxamido)-N-methylpyridazine-3-carboxamide